C(C)(C)(C)OC(=O)N1CC2(C1)CCC(CC2)C=O 7-formyl-2-azaspiro[3.5]nonane-2-carboxylic acid tert-butyl ester